BrC=1C=C(C=C(C1)Br)N1CCN(CC1)C(=O)OC(C)(C)C Tert-butyl 4-(3,5-dibromophenyl)piperazine-1-carboxylate